CC1=CC=C(C(=O)N2CC3(C2)CC(C3)NC(=O)NCC3=CC=NC=C3)C=C1 1-(2-(4-methylbenzoyl)-2-azaspiro[3.3]heptan-6-yl)-3-(pyridin-4-ylmethyl)urea